NC1=NC(=C2N=CN(C2=N1)[C@H]1[C@]([C@@H]([C@H](O1)CO[Si](C1=CC=CC=C1)(C1=CC=CC=C1)C(C)(C)C)O)(CO)F)NC (2R,3R,4R,5R)-5-(2-amino-6-(methylamino)-9H-purin-9-yl)-2-(((tert-butyldiphenylsilyl)oxy)methyl)-4-fluoro-4-(hydroxymethyl)tetrahydrofuran-3-ol